2-n-hexyl-4,7-dibromo-5,6-difluorobenzotriazol C(CCCCC)N1N=C2C(=N1)C(=C(C(=C2Br)F)F)Br